(Z)-3-(2-(tert-Butyl)-3-(1-fluoro-3-phenylprop-1-en-1-yl)-1H-indol-1-yl)-2,2-dimethylpropanamide C(C)(C)(C)C=1N(C2=CC=CC=C2C1/C(=C/CC1=CC=CC=C1)/F)CC(C(=O)N)(C)C